4-(4,4-dimethylcyclohepten-1-yl)-2-pyrimidin-2-yl-5-(trifluoromethyl)pyrazol-3-amine CC1(CC=C(CCC1)C1=C(N(N=C1C(F)(F)F)C1=NC=CC=N1)N)C